OC1=C(C=CC(=C1)O)C1=NC(=NC(=N1)C1=C(C=C(C=C1)O)O)C1=CC=C(C=C1)Cl 2,4-bis(2,4-dihydroxyphenyl)-6-(4-chlorophenyl)-s-triazine